(hydroxydecyl)(triethoxy)silane OCCCCCCCCCC[Si](OCC)(OCC)OCC